N-(bicyclo[1.1.1]pentan-1-yl)-6-chloro-1-((2-(trimethylsilyl)ethoxy)methyl)-1H-pyrazolo[3,4-d]pyrimidin-4-amine C12(CC(C1)C2)NC2=C1C(=NC(=N2)Cl)N(N=C1)COCC[Si](C)(C)C